C(C)(C)(C)NC(=O)C1=C(C(=CC=2N1N=CC2)C)NC(=O)C2=CC(=NN2C2=NC=CC=C2Cl)OCC(F)(F)F N-(tert-Butyl)-6-(1-(3-chloropyridin-2-yl)-3-(2,2,2-trifluoroethoxy)-1H-pyrazol-5-carboxamido)-5-methylpyrazolo[1,5-a]pyridin-7-carboxamid